4-ethoxy-6-((2-fluoro-4-(trifluoromethyl)phenyl)carbamoyl)cyclohexane-1-carboxylic acid C(C)OC1CCC(C(C1)C(NC1=C(C=C(C=C1)C(F)(F)F)F)=O)C(=O)O